[K].O=C1CCCCC1 2-oxo-cyclohexane potassium